Ammonium 1,3-bis(4-cyanophenyl)-1H-imidazole C(#N)C1=CC=C(C=C1)N1CN(C=C1)C1=CC=C(C=C1)C#N.[NH4+]